CC(=O)O[C@@H]1[C@@H]([C@H](OC1OC(=O)C)C(C(=O)C2=CC=CC=C2)O)OC 1,2-di-O-acetyl-5-benzoyl-3-O-methyl-D-ribofuranose